OC(C=1C=NC(=NC1)N1C2CN(CC1CC2)C(=O)OC(C)(C)C)C2=CC=C(C=C2)C2=CC1=C(N=CN=C1N1CCOCC1)N2COCC[Si](C)(C)C tert-butyl 8-(5-(hydroxy(4-(4-morpholino-7-((2-(trimethylsilyl)ethoxy)methyl)-7H-pyrrolo[2,3-d]pyrimidin-6-yl)phenyl)methyl)pyrimidin-2-yl)-3,8-diazabicyclo[3.2.1]octane-3-carboxylate